N1CC(C1)N1CCN(CC1)C1=NC(=NC=C1F)N1N=C(N=C1)C 4-(4-(azetidin-3-yl)piperazin-1-yl)-5-fluoro-2-(3-methyl-1H-1,2,4-triazol-1-yl)pyrimidine